1-((5-(t-butyl)isoxazol-3-yl)amino-6-methylisoquinolin-5-yl)thieno[3,2-d]pyrimidine-7-carboxamide C(C)(C)(C)C1=CC(=NO1)NC1=NC=CC2=C(C(=CC=C12)C)N1CN=CC2=C1C(=CS2)C(=O)N